1-Linoleoyl-2-linoleyl-oxy-3-dimethylaminopropane C(CCCCCCC\C=C/C\C=C/CCCCC)(=O)CC(CN(C)C)OCCCCCCCC\C=C/C\C=C/CCCCC